3-Amino-1-[2-(trimethoxysilyl)ethyl]-1,2,4-triazole NC1=NN(C=N1)CC[Si](OC)(OC)OC